C(C)(C)OC(CCC1COCCC1N1/C(/N[C@](CC1=O)(CC)CCC=C)=N/C(=O)OC(C)(C)C)=O.OC1=CC=C(C=C1)C1CCC(CC1)=O 4-(4-hydroxyphenyl)cyclohexan-1-one isopropyl-3-(4-((R,E)-4-(but-3-en-1-yl)-2-((tert-butoxycarbonyl)imino)-4-ethyl-6-oxotetrahydropyrimidin-1(2H)-yl)tetrahydro-2H-pyran-3-yl)propanoate